4-chloro-1-(9,9-dipropyl-9H-fluoren-2-yl)butan-1-one ClCCCC(=O)C1=CC=2C(C3=CC=CC=C3C2C=C1)(CCC)CCC